5-bromo-8-(bromomethyl)quinoxaline BrC1=C2N=CC=NC2=C(C=C1)CBr